[Ge].[Au].[Pt] platinum-gold-germanium